ClC1=CC(=CC(=N1)N1CCN(CC1)S(=O)(=O)C1=CC=C(C=C1)NC(=O)C=1C=C(C=CC1)B(O)O)C(F)(F)F [3-[[4-[4-[6-Chloro-4-(trifluoromethyl)-2-pyridyl]piperazin-1-yl]sulfonylphenyl]carbamoyl]phenyl]boronic acid